5-(4-(5-(2,4-difluorophenyl)-2,3-dimethylpyrido[3,4-b]pyrazin-7-yl)tetrahydro-2H-pyran-2-yl)-1-methylpyridin-2(1H)-one FC1=C(C=CC(=C1)F)C1=NC(=CC=2C1=NC(=C(N2)C)C)C2CC(OCC2)C=2C=CC(N(C2)C)=O